ethyl (benzyl (ethyl) amino)-2,2-difluoropropionate C(C1=CC=CC=C1)N(CC)CC(C(=O)OCC)(F)F